1,4,7,10-tetraazacyclododecan N1CCNCCNCCNCC1